CC(C[C@@H](C(=O)O)N1N=C(C=C(C1=O)C)CCN1CC(C1)(C)C)C (S)-4-methyl-2-(5-methyl-3-(2-(3,3-dimethyl-azetidin-1-yl)ethyl)-6-oxopyridazin-1(6H)-yl)pentanoic acid